1-(tert-butyl) 2-methyl (2R,4S)-4-((tert-butyldimethylsilyl)oxy)-5-hydroxy-5-methylpyrrolidine-1,2-dicarboxylate [Si](C)(C)(C(C)(C)C)O[C@H]1C[C@@H](N(C1(C)O)C(=O)OC(C)(C)C)C(=O)OC